OC(CC)(O)O 1,1,1-trihydroxyl-Methyl-ethane